2-(3-fluorophenoxy)-N-methylethan-1-amine FC=1C=C(OCCNC)C=CC1